4-(2,6-dioxopiperidin-3-yl)pentafluorophenylbenzoate O=C1NC(CCC1C1=CC=C(C=C1)C1(C(C(=O)[O-])(C=CC(C1(F)F)F)F)F)=O